3-(Chloromethyl)pyrazole hydrochloride Cl.ClCC1=NNC=C1